FC(C1=CC=C(C=C1)COC1=NC=CC=N1)(F)F [[4-(trifluoromethyl)phenyl]methoxy]-pyrimidine